C(C)(C)(C)OC(NC1=C(C=C(C=C1)C(C)(C)C)CN=C(C1=CC=CC=C1)C1=CC=CC=C1)=O (4-(tert-butyl)-2-(((diphenylmethylene)amino)methyl)phenyl)carbamic acid tert-butyl ester